(E)-3-(4-bromophenyl)-1-(6-(6-methoxynicotinoyl)-2,6-diazaspiro[3.3]hept-2-yl)prop-2-en-1-one BrC1=CC=C(C=C1)/C=C/C(=O)N1CC2(C1)CN(C2)C(C2=CN=C(C=C2)OC)=O